O1C(CCCC1)O[C@@H](C)C=1N(C=CN1)CC1=NOC(=C1)C1=CC=C(C=C1)C#CC1=CC=C(CNCCC(=O)O)C=C1 3-((4-((4-(3-((2-((1S)-1-((tetrahydro-2H-pyran-2-yl)oxy)ethyl)-1H-imidazole-1-yl)methyl)isoxazol-5-yl)phenyl)ethynyl)benzyl)amino)propionic acid